(3S)-4-(dimethylamino)-3-[[(2S)-2-[[(2S,3S)-2-(9H-fluoren-9-ylmethoxycarbonylamino)-3-methylpentanoyl]-methylamino]-3-methylbutanoyl]amino]-4-oxobutanoic acid CN(C([C@H](CC(=O)O)NC([C@H](C(C)C)N(C)C([C@H]([C@H](CC)C)NC(=O)OCC1C2=CC=CC=C2C=2C=CC=CC12)=O)=O)=O)C